C(CCC)N1N=C(C(=C1CCCC)O)C(C)C 1,5-Di-n-butyl-4-hydroxy-3-isopropyl-pyrazol